3,3-dichlorobenzene ClC1(CC=CC=C1)Cl